ClC=1C=C(C(=C2C(N(CC12)[C@@H]1C(NC(CC1)=O)=O)=O)F)CNC(OC1CC(C1)N1N=CC=C1C(F)F)=O (1s,3s)-3-(5-(difluoromethyl)-1H-pyrazol-1-yl)cyclobutyl ((7-chloro-2-(2,6-dioxopiperidin-3-yl)-4-fluoro-3-oxoisoindolin-5-yl)methyl)carbamate